[Li+].N1(CCC1)C[C@@H](C(=O)[O-])C(C)C (S)-2-(azetidin-1-ylmethyl)-3-methylbutanoic acid lithium salt